NC(C(=O)[O-])=C 2-amino-acrylate